FC1=C(C=C(C=C1)B(O)O)C(=O)OC [4-fluoro-3-(methoxycarbonyl)phenyl]boronic acid